C(C)(=O)N[C@@H](C(CC)CC)[C@@H]1[C@@H]([C@H](C[C@H]1N=C(N)N)C(=O)O)O (1S,2S,3S,4R)-3-[(1S)-1-acetylamino-2-ethyl-butyl]-4-(diaminomethyleneamino)-2-hydroxy-cyclopentane-1-carboxylic acid